N-(3-chlorobenzyl)-6-(3,5-dimethylisoxazol-4-yl)-2-methoxyquinazolin-4-amine ClC=1C=C(CNC2=NC(=NC3=CC=C(C=C23)C=2C(=NOC2C)C)OC)C=CC1